C(#N)OC(CCCC)=O cyano-valerate